OCCN1C[C@@H](CC1)N1C(N([C@@H](C1)C#N)C1=CN=CC2=CC=CC=C12)=O (S)-1-((R)-1-(2-hydroxyethyl)pyrrolidin-3-yl)-3-(isoquinolin-4-yl)-2-oxoimidazoline-4-carbonitrile